benzyl 4-hydroxy-4-(hydroxymethyl)piperidine-1-carboxylate OC1(CCN(CC1)C(=O)OCC1=CC=CC=C1)CO